Di(trichloromethyl) carbonate C(OC(Cl)(Cl)Cl)(OC(Cl)(Cl)Cl)=O